1-acetyl-4-(phenylsulfinyl)benzene C(C)(=O)C1=CC=C(C=C1)S(=O)C1=CC=CC=C1